(S)-2-(1-aminoethyl)-5-bromophenol N[C@@H](C)C1=C(C=C(C=C1)Br)O